ethyl 2-[(5-chloro-2-thienyl) methyl]-2,4-dimethyl-pentanoate ClC1=CC=C(S1)CC(C(=O)OCC)(CC(C)C)C